2-[[(1R)-1-(3,6-dimethyl-4-oxo-2-tetrahydropyran-4-yl-quinazolin-8-yl)ethyl]amino]-4-fluoro-benzoic acid CN1C(=NC2=C(C=C(C=C2C1=O)C)[C@@H](C)NC1=C(C(=O)O)C=CC(=C1)F)C1CCOCC1